(1R)-4-phenyl-1-(4,4,5,5-tetramethyl-1,3,2-dioxaborolan-2-yl)butan-1-amine hydrochloride Cl.C1(=CC=CC=C1)CCC[C@H](N)B1OC(C(O1)(C)C)(C)C